C1(=CC=CC=C1)N(C(=O)N1[C@@H]([C@H]2CC[C@@H](C1)N2C(N(CC=2C=C1C=CC=NC1=CC2)C)=O)C(=O)O)C2=CC=CC=C2 (1R,2S,5S)-3-(diphenylcarbamoyl)-8-(methyl-(quinoline-6-ylmethyl)carbamoyl)-3,8-diazabicyclo[3.2.1]octane-2-carboxylic acid